3-[3-[3-amino-4-(trifluoromethyl)anilino]pyrazin-2-yl]-4H-1,2,4-oxadiazol-5-one NC=1C=C(NC=2C(=NC=CN2)C2=NOC(N2)=O)C=CC1C(F)(F)F